(S)-4-acetyl-N-hydroxy-3-phenyl-2,3,4,5-tetrahydrobenzo[f][1,4]oxazepine-8-carboxamide C(C)(=O)N1[C@H](COC2=C(C1)C=CC(=C2)C(=O)NO)C2=CC=CC=C2